3-(2-hydroxyphenyl)phenylpropanoic acid OC1=C(C=CC=C1)C=1C=C(C=CC1)C(C(=O)O)C